C(#N)C1=CC(=C(OCC2=CC=CC(=N2)OC2CCN(CC2)CC2=NC3=C(N2CC2(CC2)CC#N)C=C(C=C3)C(=O)O)C=C1)F 2-((4-((6-((4-cyano-2-fluorophenoxy)methyl)pyridin-2-yl)oxy)piperidin-1-yl)methyl)-1-((1-(cyanomethyl)cyclopropyl)methyl)-1H-benzo[d]imidazole-6-carboxylic acid